benzene-1,3,4-tricarboxylate C1(=CC(=C(C=C1)C(=O)[O-])C(=O)[O-])C(=O)[O-]